BrC1=NN(C=C1)CC(C)(O)C 1-(3-bromopyrazol-1-yl)-2-methylpropan-2-ol